ethylene glycol naphthalenedisulfonate C=1(C(=CC=C2C=CC=CC12)S(=O)(=O)O)S(=O)(=O)O.C(CO)O